N1-[2-(dimethylamino)ethyl]-N1-methyl-5-(propane-2-oxy)-N4-(4-(3,3,5,6-tetramethyl-2,3-dihydro-1H-pyrrolo[3,2-b]pyridin-1-yl)-1,3,5-triazin-2-yl)benzene-1,2,4-triamine CN(CCN(C=1C(=CC(=C(C1)OC(C)C)NC1=NC=NC(=N1)N1CC(C2=NC(=C(C=C21)C)C)(C)C)N)C)C